ClC=1C(NN=CC1CCCN1CC2(C1)CC(C2)N(C2=CC=C1C=NN(C1=C2)C)C)=O 4-chloro-5-(3-(6-(methyl(1-methyl-1H-indazol-6-yl)amino)-2-azaspiro[3.3]heptan-2-yl)propyl)pyridazin-3(2H)-one